1-(tert-butyl) 4-methyl (cis)-3-(((tert-butyldimethylsilyl)oxy)methyl)piperidine-1,4-dicarboxylate [Si](C)(C)(C(C)(C)C)OC[C@@H]1CN(CC[C@@H]1C(=O)OC)C(=O)OC(C)(C)C